2-[5-[6-(2,6-Dimethyl-phenyl)-8-(4-hydroxy-butyl)-7-oxo-5,6,7,8-tetrahydro-pyrimido[4,5-d]pyrimidin-2-ylamino]-2-(4-methyl-piperazin-1-yl)-phenyl]-propionic acid CC1=C(C(=CC=C1)C)N1C(N(C2=C(C1)C=NC(=N2)NC=2C=CC(=C(C2)C(C(=O)O)C)N2CCN(CC2)C)CCCCO)=O